2-(1-(2-(2-hydroxyethyl)imidazo[4,5-d]pyrrolo[2,3-b]pyridin-1(6H)-yl)piperidin-4-yl)acetonitrile OCCC1=NC=2C(=C3C(=NC2)NC=C3)N1N1CCC(CC1)CC#N